C1(=C(C=CC=C1)OC=1C=C2CCC(NC2=CC1)=O)C 6-(o-tolyloxy)-3,4-dihydroquinolin-2(1H)-one